7-(4-bromo-2-chlorophenyl)octahydroindolizin-7-ol BrC1=CC(=C(C=C1)C1(CCN2CCCC2C1)O)Cl